tert-Butyl N-(2-{[2-(benzyloxycarbonylamino)-3,3-dicyclopropylpropanoyl]amino}-6-bromopyridin-3-yl)carbamate C(C1=CC=CC=C1)OC(=O)NC(C(=O)NC1=NC(=CC=C1NC(OC(C)(C)C)=O)Br)C(C1CC1)C1CC1